OC=1N(C(C(=C(N1)C(=O)OCC)OC)=O)C ethyl 2-hydroxy-5-methoxy-1-methyl-6-oxopyrimidine-4-carboxylate